tetrasodium 1,3,6,8-pyrenetetrasulfonate hydrate O.C1(=CC(=C2C=CC=3C(=CC(=C4C=CC1=C2C34)S(=O)(=O)[O-])S(=O)(=O)[O-])S(=O)(=O)[O-])S(=O)(=O)[O-].[Na+].[Na+].[Na+].[Na+]